FC(C1=NC(=NC=C1C1=NC(=NC(=N1)N1[C@H](COCC1)C)N1CCOCC1)N)F (S)-4-(difluoromethyl)-5-(4-(3-methylmorpholino)-6-morpholino-1,3,5-triazin-2-yl)pyrimidin-2-amine